Cyanomethyl 4-(hydroxymethyl)benzoate OCC1=CC=C(C(=O)OCC#N)C=C1